(S)-2-aminohex-4-ynoic acid N[C@H](C(=O)O)CC#CC